CC1(C(C1CCCCC)CCC(=O)O)C 3-(2,2-dimethyl-3-pentylcyclopropyl)propanoic acid